N=1C=NN2C1C=C(C=C2)OC2=CC=C(NC=1C3=C(N=CN1)C=CC(=N3)N3CC1(CCN1C(C=C)=O)C3)C=C2 1-[6-[4-[4-([1,2,4]triazolo[1,5-a]pyridin-7-yloxy)anilino]pyrido[3,2-d]pyrimidin-6-yl]-1,6-diazaspiro[3.3]heptan-1-yl]prop-2-en-1-one